CC(CCCCCCCC)=O trans-2-decanal